C(C)C1=NN(C2=C1C(NCC1(CCOCC1)C2)=O)CCCOC(=O)C=2N=C(OC2)C.ClC2=C(C(=O)NCC1=NC=CN=C1Cl)C=CC=C2Cl 2,3-dichloro-N-((3-chloropyrazin-2-yl)methyl)benzamide 3-(3-ethyl-4-oxo-spiro[6,8-dihydro-5H-pyrazolo[4,3-c]azepine-7,4'-tetrahydropyran]-1-yl)propyl-2-methyloxazole-4-carboxylate